8-((2s,5r)-4-((1-cyclopropyl-1H-tetrazol-5-yl)methyl)-2,5-dimethylpiperazin-1-yl)-5-methyl-6-oxo-5,6-dihydro-1,5-naphthyridine-2-carbonitrile C1(CC1)N1N=NN=C1CN1C[C@@H](N(C[C@H]1C)C1=CC(N(C=2C=CC(=NC12)C#N)C)=O)C